(R)-(-)-2-(2,3-difluorophenyl)-2-hydroxyacetic acid FC1=C(C=CC=C1F)[C@H](C(=O)O)O